P(=O)([O-])([O-])[O-].C1(=CC=CC2=CC=CC=C12)[Ca+].C1(=CC=CC2=CC=CC=C12)[Ca+].C1(=CC=CC2=CC=CC=C12)[Ca+] naphthyl-calcium phosphate